C1(CC1)C=1C(=NC(=NC1)NC1=CC(=CC=C1)OC1CCN(CC1)C)NCCCN(C)C 5-cyclopropyl-N4-(3-(dimethylamino)propyl)-N2-(3-(1-methylpiperidin-4-yloxy)phenyl)-pyrimidine-2,4-diamine